E-5-chloro-6-methyl-1-(tetrahydro-2H-pyran-2-yl)-1H-indazol-4-ol ClC1=C(C=2C=NN(C2C=C1C)C1OCCCC1)O